OCCNC(=O)N N-(2-hydroxyethyl)urea